3,6-pyridinedicarboxaldehyde N1=CC(=CC=C1C=O)C=O